2-(2-methoxyethoxy)bromoethane COCCOCCBr